C(=O)C1=CC(=C(C#N)C(=C1)C)C 4-formyl-2,6-dimethylbenzonitrile